N=C1OC2=CC(=CC=C2C=C1C(N)=S)[N+](=O)[O-] 2-imino-7-nitro-2H-chromen-3-thioamide